ClC1=CC(=C(C=C1)C1=CC(=NC(=C1)C1CC1)N1C(C2=CC(=CC=C2C1)CNCC1CCC1)=O)C1=NN=CN1C 2-(4-(4-Chloro-2-(4-methyl-4H-1,2,4-triazol-3-yl)phenyl)-6-cyclopropylpyridin-2-yl)-6-(((cyclobutylmethyl)amino)methyl)isoindolin-1-one